1-(4-(Cyclopropylmethoxy)-3-nitrophenyl)-4-methylpiperazine C1(CC1)COC1=C(C=C(C=C1)N1CCN(CC1)C)[N+](=O)[O-]